CC(C(=O)[O-])(C)C.[Ba+2].CC(C(=O)[O-])(C)C barium trimethylacetate